(4aR,8aS)-6-(3-(4-(1,1-Difluoroethyl)phenyl)azetidin-1-carbonyl)hexahydro-2H-pyrido[4,3-b][1,4]oxazin-3(4H)-on FC(C)(F)C1=CC=C(C=C1)C1CN(C1)C(=O)N1C[C@@H]2[C@@H](OCC(N2)=O)CC1